C(CCCCCC(=O)[O-])(=O)[O-].[Ca+2] calcium pimelate